(3-fluoronaphthalen-yl)boronic acid FC=1C=C(C2=CC=CC=C2C1)B(O)O